CC=1N=CN2N=CNC(C21)=O 5-methyl-3H,4H-imidazo[4,3-f][1,2,4]triazin-4-one